C(C=C)N(CC=C)C=1C=C(C=CC1)O 3-(N,N-diallyl)aminophenol